[Si](C)(C)(C(C)(C)C)OCC=1C=C(C=CC1)O 3-(((tert-butyldimethylsilyl)oxy)methyl)phenol